(1R,4S,8R,9R,10S,11S,12R,Z)-4-(((tert-butyldimethylsilyl)oxy)methyl)-8-(((R)-tert-butylsulfinyl)amino)-13-oxa-2-thiabicyclo[7.3.1]tridec-5-ene-10,11,12-triyl tribenzoate C(C1=CC=CC=C1)(=O)O[C@H]1[C@H]2[C@@H](C\C=C/[C@H](CS[C@H]([C@@H]([C@H]1OC(C1=CC=CC=C1)=O)OC(C1=CC=CC=C1)=O)O2)CO[Si](C)(C)C(C)(C)C)N[S@](=O)C(C)(C)C